methylglucal sesquistearate C(CCCCCCCCCCCCCCCCC)(=O)O.CC=1O[C@@H]([C@H]([C@@H](C1)O)O)CO.C(CCCCCCCCCCCCCCCCC)(=O)O.C(CCCCCCCCCCCCCCCCC)(=O)O.CC=1O[C@@H]([C@H]([C@@H](C1)O)O)CO